ClC1=CNC2=C(C=CC(=C12)Cl)NS(=O)(=O)C1=CC=C(C=C1)S(=O)(=NCC)N1CCNCC1 N-(3,4-dichloro-1H-indol-7-yl)-4-(N-ethylpiperazine-1-sulfonimidoyl)benzenesulfonamide